COC=1C=CC2=C(\C(\C(C=3C(=NC=NC23)N)(C)C)=N/OC[C@H]2CNCC2)C1 (6Z)-8-methoxy-5,5-dimethyl-6-[[(3R)-pyrrolidin-3-yl]methoxyimino]benzo[h]quinazolin-4-amine